2-[4-(2-hydroxyethyl)piperazine-1-yl]ethanesulfonic acid OCCN1CCN(CC1)CCS(=O)(=O)O